3-{[(6-Chloropyrazin-2-yl)amino]methyl}-N-[(1S,2S)-1,3-dihydroxy-1-phenylprop-2-yl]-4-methylbenzamide ClC1=CN=CC(=N1)NCC=1C=C(C(=O)N[C@H]([C@H](C2=CC=CC=C2)O)CO)C=CC1C